5-AMINO-3-OXO-2,3-DIHYDRO-1H-PYRAZOLE-4-CARBOXYLIC ACID NC1=C(C(NN1)=O)C(=O)O